2,7-dichloro-N-(furan-2-ylmethyl)thieno[3,2-d]pyrimidin-4-amine ClC=1N=C(C2=C(N1)C(=CS2)Cl)NCC=2OC=CC2